Cl.BrC=1C=C(C=CC1)NN m-bromophenylhydrazine hydrochloride salt